2-(2-methylbenzyl)-isoindoline-1,3-dione CC1=C(CN2C(C3=CC=CC=C3C2=O)=O)C=CC=C1